3,4-dihydropyridin-4-one N1=CCC(C=C1)=O